1-(2-(2-methoxyethoxy)ethyl)-3,5-dimethyl-4-(4,4,5,5-tetramethyl-1,3,2-dioxaborolan-2-yl)-1H-pyrazole COCCOCCN1N=C(C(=C1C)B1OC(C(O1)(C)C)(C)C)C